4'-((4-((3-(2,6-dichlorophenyl)-5-isopropylisoxazol-4-yl)methoxy)benzyl)oxy)-[1,1'-biphenyl]-3-carboxylic acid ClC1=C(C(=CC=C1)Cl)C1=NOC(=C1COC1=CC=C(COC2=CC=C(C=C2)C2=CC(=CC=C2)C(=O)O)C=C1)C(C)C